2-hydroxyethyl (3-ethyl-3-oxetylmethyl) ether C(C)C1(COC1)COCCO